1,1-dimethylethyl-3-hydroxy-3-{4-[(2-nitrophenyl)sulfonyl]piperazin-2-yl}azetidine-1-carboxylate CC(C)(C)OC(=O)N1CC(C1)(C1NCCN(C1)S(=O)(=O)C1=C(C=CC=C1)[N+](=O)[O-])O